1-(5-(((4-(((1-Aminoisoquinolin-6-yl)amino)methyl)pyridin-2-yl)oxy)methyl)-2-azabicyclo[2.2.1]heptan-2-yl)ethan-1-one NC1=NC=CC2=CC(=CC=C12)NCC1=CC(=NC=C1)OCC1C2CN(C(C1)C2)C(C)=O